4,6-dichloro-N-[6-(2-chloro-5-fluorophenyl)-3-(2,2-difluoroethyl)-2-methyl-8-oxo-7,8-dihydro-6H-pyrrolo[4,3-g]indazol-5-yl]pyridine-2-carboxamide ClC1=CC(=NC(=C1)Cl)C(=O)NC1=CC2=C(N(N=C2C2=C1C(NC2=O)C2=C(C=CC(=C2)F)Cl)C)CC(F)F